[O-]S(=O)(=O)C(F)(F)F.C(CCCCC)[NH+]1CC(CC1)CC 1-hexyl-3-ethylpyrrolidinium triflate